(3S,4R)-4-((5-chloro-4-(1-methyl-3-(tetrahydro-2H-pyran-2-yl)-3,4-dihydrochromeno[3,4-c]pyrazol-8-yl)pyrimidin-2-yl)amino)tetrahydro-2H-pyran-3-ol ClC=1C(=NC(=NC1)N[C@H]1[C@@H](COCC1)O)C1=CC2=C(C=C1)OCC=1N(N=C(C12)C)C1OCCCC1